1-(5-(4-amino-7-cyclopropyl-7H-pyrrolo[2,3-d]pyrimidin-5-yl)imidazo[1,2-a]pyridin-8-yl)-3-(3-(2-fluoropropan-2-yl)isoxazol-5-yl)urea NC=1C2=C(N=CN1)N(C=C2C2=CC=C(C=1N2C=CN1)NC(=O)NC1=CC(=NO1)C(C)(C)F)C1CC1